(4R)-4-[(1S)-1-hydroxybut-3-enyl]-2,2-dimethyl-oxazolidine-3-carboxylic acid tert-butyl ester C(C)(C)(C)OC(=O)N1C(OC[C@@H]1[C@H](CC=C)O)(C)C